C1(=CC=CC=C1)NC(NC1=CC=C(C=C1)N1CCCC1)=O 3-phenyl-1-[4-(pyrrolidin-1-yl)phenyl]urea